2,3-dimethyl-2-hexyl methacrylate C(C(=C)C)(=O)OC(C)(C(CCC)C)C